ClC1=CC=C(C=C1)C=1C=C(C(N(N1)C=1C=NN(C1)C)=O)C(=O)N[C@@H](CC)C1=CC=C(C=C1)F (S)-6-(4-chlorophenyl)-N-(1-(4-fluorophenyl)propyl)-2-(1-methyl-1H-pyrazol-4-yl)-3-oxo-2,3-dihydropyridazine-4-carboxamide